COC(C[C@H](CBr)C)=O (R)-4-bromo-3-methylbutanoic acid methyl ester